(2S,3S)-3-((2-(6-fluoro-1H-pyrrolo[2,3-b]pyridin-3-yl)-7-isopropyl-7H-pyrrolo[2,3-d]pyrimidin-4-yl)amino)bicyclo[2.2.2]octane-2-carboxylic acid FC1=CC=C2C(=N1)NC=C2C=2N=C(C1=C(N2)N(C=C1)C(C)C)N[C@@H]1[C@H](C2CCC1CC2)C(=O)O